methyl-4-[(1-methylcyclopropyl)amino]-N-[(4-methylpyrimidin-5-yl)methyl]furo[2,3-d]pyrimidine-5-carboxamide CC=1N=C(C2=C(N1)OC=C2C(=O)NCC=2C(=NC=NC2)C)NC2(CC2)C